ClC1N(C=C(C=N1)OC)C1CCCC1 2-chloro-N-cyclopentyl-5-methoxypyrimidine